3-azabicyclo[3.1.0]hexane-6-carboxamide formate salt C(=O)O.C12CNCC2C1C(=O)N